4-amino-5-(5-hydroxypentyl)phthalonitrile NC=1C=C(C(C#N)=CC1CCCCCO)C#N